4-DIMETHYLAMINOPYRIDINE CN(C1=CC=NC=C1)C